NC1=NC=CC=2N1C(=NC2Br)C2=CC=C(CNC(C1=C(C=CC(=C1)F)OC)=O)C=C2 N-(4-(5-amino-1-bromoimidazo[1,5-c]pyrimidin-3-yl)benzyl)-5-fluoro-2-methoxybenzamide